((2S,3S)-3-(2-aminophenyl)-1,4-dioxaspiro[4.4]non-2-yl)methanol chloroethyl-α-allyloxymethylacrylate ClCCC=C(C(=O)OC[C@@H]1OC2(O[C@H]1C1=C(C=CC=C1)N)CCCC2)COCC=C